6-fluoro-N-(2-methoxyethyl)-N-phenyl-1H-indole-2-carboxamide FC1=CC=C2C=C(NC2=C1)C(=O)N(C1=CC=CC=C1)CCOC